3-bromo-1-(3,5-dichloro-2-pyridyl)-1H-pyrazole-5-formic acid BrC1=NN(C(=C1)C(=O)O)C1=NC=C(C=C1Cl)Cl